tetrahydrofuran-2,5-diamine O1C(CCC1N)N